5-chloro-N,N-dimethyl-1-((2-(trimethylsilyl)ethoxy)methyl)-7-vinyl-1H-pyrazolo[4,3-b]pyridin-3-amine ClC1=CC(=C2C(=N1)C(=NN2COCC[Si](C)(C)C)N(C)C)C=C